1,5-bis(4-bromophenyl)-1,2,3-triazole-4-carbonitrile BrC1=CC=C(C=C1)N1N=NC(=C1C1=CC=C(C=C1)Br)C#N